2-(hydroxy(4-methoxyphenyl)methyl)phenol OC(C1=C(C=CC=C1)O)C1=CC=C(C=C1)OC